(2S,3R)-methyl-3-benzyl-1,4-dioxaspiro[4.5]decane-2-carboxylate COC(=O)[C@H]1OC2(O[C@@H]1CC1=CC=CC=C1)CCCCC2